2,7-dibromothianthrene BrC1=CC=2SC3=CC=C(C=C3SC2C=C1)Br